1-cyclobutyl-N-(2,3,6-trifluoro-4-((3-(2-(((3S,5S)-5-fluoro-5-methylpiperidin-3-yl)amino)pyrimidin-4-yl)pyridin-2-yl)oxy)phenyl)methanesulfonamide C1(CCC1)CS(=O)(=O)NC1=C(C(=C(C=C1F)OC1=NC=CC=C1C1=NC(=NC=C1)N[C@@H]1CNC[C@@](C1)(C)F)F)F